bismuth oxybromide bromide O(Br)Br.[Bi]